(2-(methacryloyloxy) ethyl) phosphate P(=O)(OCCOC(C(=C)C)=O)([O-])[O-]